NC1=NC=NN2C1=CC=C2[C@]2([C@@H]([C@@H]([C@H](O2)CO[P@](=O)(OC2=CC=CC=C2)N[C@H](C(=O)OCC(CC)CC)C)O)O)C#N 2-ethylbutyl (2S)-2-{[(S)-[(2R,3S,4R,5R)-5-{4-aminopyrrolo[2,1-f][1,2,4]triazin-7-yl}-5-cyano-3,4-dihydroxyoxolan-2-yl]methoxy(phenoxy)phosphoryl]amino}propanoate